C[C@]12[C@H](N(C[C@H]2C1(C)C)C([C@H](C(C)(C)O)NC(=O)OC(C)(C)C)=O)C(=O)O.C(CCCCC)(=O)N1[C@@H](C[C@@H](O)C1)CO caproyl-hydroxyprolinol methyl-(1R,2S,5S)-3-((S)-2-((tert-butoxycarbonyl)amino)-3-hydroxy-3-methylbutanoyl)-6,6-dimethyl-3-azabicyclo[3.1.0]hexane-2-carboxylate